1-Isopropyl-3-(2-(pyridin-3-yl)phenyl)-5-methyl-pyrazol-4-ol C(C)(C)N1N=C(C(=C1C)O)C1=C(C=CC=C1)C=1C=NC=CC1